trans-N-(8-amino-6-chloro-2,7-naphthyridin-3-yl)-2-(1H-pyrazol-4-yl)cyclopropanecarboxamide NC=1N=C(C=C2C=C(N=CC12)NC(=O)[C@H]1[C@@H](C1)C=1C=NNC1)Cl